1-Methyl-2-butylpyrrolidinium fluorid [F-].C[NH+]1C(CCC1)CCCC